BrC=1C=NNC1 4-bromopyrazol